BrC1=C(C(=CC=C1)OC(F)F)[C@@H](CC=O)NC1=C(C=CC(=C1)Cl)[N+](=O)[O-] (3R)-3-[2-bromo-6-(difluoromethoxy)phenyl]-3-[(5-chloro-2-nitrophenyl)amino]propanal